N-(3-(5-methylbenzo[d]oxazol-2-yl)phenyl)-2-(2-methoxyphenyl)acetamide CC=1C=CC2=C(N=C(O2)C=2C=C(C=CC2)NC(CC2=C(C=CC=C2)OC)=O)C1